Natrium lactate C(C(O)C)(=O)[O-].[Na+]